NCCCCN=C(N)N 2-N-4-aminobutylguanidine